(ethane-1,2-diylbis(oxy))bis(ethane-2,1-diyl) bis((5-fluoro-1-((2R,5S)-2-(hydroxymethyl)-1,3-oxathiolan-5-yl)-2-oxo-1,2-dihydropyrimidin-4-yl)carbamate) FC=1C(=NC(N(C1)[C@@H]1CS[C@@H](O1)CO)=O)NC(OCCOCCOCCOC(NC1=NC(N(C=C1F)[C@@H]1CS[C@@H](O1)CO)=O)=O)=O